6-(4-bromo-3-chlorophenyl)-1-(2-morpholinobenzo[d]thiazol-6-yl)-4-oxo-1,4-dihydropyridine-3-carboxylic acid ethyl ester C(C)OC(=O)C1=CN(C(=CC1=O)C1=CC(=C(C=C1)Br)Cl)C1=CC2=C(N=C(S2)N2CCOCC2)C=C1